N1=C(C=CC=C1)C1=NN2C(NC(CC2=O)=O)=C1 2-(pyridin-2-yl)pyrazolo[1,5-a]pyrimidine-5,7(4h,6h)-dione